1-[2-(4-ethylpiperazin-1-yl)ethyl]-3-[2-(5-fluoro-2,4-dimethoxypyridin-3-yl)-1-methylpyrrolo[2,3-c]pyridin-5-yl]urea C(C)N1CCN(CC1)CCNC(=O)NC=1C=C2C(=CN1)N(C(=C2)C=2C(=NC=C(C2OC)F)OC)C